C(CC)C(=C(C(=O)[O-])C1=CC=CC=C1)O propylhydroxyphenylacrylate